hexakis(butoxymethyl)melamine C(CCC)OCN(C1=NC(=NC(=N1)N(COCCCC)COCCCC)N(COCCCC)COCCCC)COCCCC